9-(4-chloro-2-fluoro-phenyl)-7-[(2R,4S)-2-(2-methoxy-4-pyridyl)tetrahydropyran-4-yl]-2,3-dimethyl-pyrazino[1,2-a]pyrimidin-4-one ClC1=CC(=C(C=C1)C1=NC(=CN2C1=NC(=C(C2=O)C)C)[C@@H]2C[C@@H](OCC2)C2=CC(=NC=C2)OC)F